C(=O)(O)CN(C1=C(C=CC(=C1)OCC1=CC=C(C=C1)OC)N(CC(=O)O)CC(=O)O)CC(=O)O N-{2-[bis(carboxymethyl)amino]-4-{[(4-methoxyphenyl)methyl]oxy}phenyl}-N-(carboxymethyl)glycine